ethyl (2-benzyl-1,3-thiazol-4-yl)acetate C(C1=CC=CC=C1)C=1SC=C(N1)CC(=O)OCC